2-[(5-methoxy-1-methyl-1H-indol-3-yl)methyl]aniline COC=1C=C2C(=CN(C2=CC1)C)CC1=C(N)C=CC=C1